Cl.OC=1C=C(C=CC1C1=CN=C(N=N1)N1CC(CC1)NC(C)C)C1=CC(N(C=N1)C)=O 6-[3-hydroxy-4-(3-{3-[(propan-2-yl)amino]pyrrolidin-1-yl}-1,2,4-triazin-6-yl)phenyl]-3-methylpyrimidin-4(3H)-one hydrochloride